S(=O)(=O)(O)CCN=C=O 2-sulfoethyl isocyanate